BrC1=C(C=C(C(=O)N(C)[C@@H](C)C2=NNC(C3=CC(=C(C=C23)F)F)=O)C=C1)F (S)-4-bromo-N-(1-(6,7-difluoro-4-oxo-3,4-dihydrophthalazin-1-yl)ethyl)-3-fluoro-N-methylbenzamide